3-Ethyl-N-(3-(methylsulfonyl)phenyl)-2-(2,2,2-trifluoro-1-hydroxy-1-phenylethyl)-3H-imidazo[4,5-b]pyridine-5-carboxamide C(C)N1C(=NC=2C1=NC(=CC2)C(=O)NC2=CC(=CC=C2)S(=O)(=O)C)C(C(F)(F)F)(C2=CC=CC=C2)O